2,4-bis(2-hydroxy-4-butane-yl-phenyl)-6-phenyl-1,3,5-triazine OC1=C(C=CC(=C1)CCCC)C1=NC(=NC(=N1)C1=C(C=C(C=C1)CCCC)O)C1=CC=CC=C1